4-[(1S,4S,5R)-5-{[1-cyclopropyl-4-(2,6-dichlorophenyl)-1H-pyrazol-5-yl]methoxy}-2-azabicyclo[2.2.1]heptan-2-yl]-2-fluorobenzoic acid C1(CC1)N1N=CC(=C1CO[C@H]1[C@@H]2CN([C@H](C1)C2)C2=CC(=C(C(=O)O)C=C2)F)C2=C(C=CC=C2Cl)Cl